1-cyclobutylpropan-1-one C1(CCC1)C(CC)=O